2-(2'-hydroxy-3',5'-di-t-butylphenyl)benzotriazole OC1=C(C=C(C=C1C(C)(C)C)C(C)(C)C)N1N=C2C(=N1)C=CC=C2